C(C)(C)(C)OC(=O)N1C(CC(C1)=O)C1=CC(=C(C=C1)Br)F (4-bromo-3-fluorophenyl)-4-oxopyrrolidine-1-carboxylic acid tert-butyl ester